C(C=C)(=O)N1C[C@@](CC1)(C1=C(C=CC=C1Cl)C)NC1=CC=C2C=CC(N(C2=C1)C)=O 7-[(R)-1-Acryloyl-3-(3-chloro-2-tolyl)-3-pyrrolidinylamino]-1-methyl-2(1H)-quinolinone